BrC=1C=C(C=CC1)C1=CC=CC2=C1OC1=C2C=CC=C1 4-(3-bromophenyl)-dibenzofuran